FC1=CC=C(S1)CC[C@@]1(CN(CC1)C(C)(C)C=1C=NC(=CC1)C)CN1CCNCC1 |o1:8| (S or R)-1-((3-(2-(5-fluorothiophen-2-yl)ethyl)-1-(2-(6-methylpyridin-3-yl)propan-2-yl)pyrrolidin-3-yl)methyl)piperazine